1-(5-(4-(diethylamino)-2,6-difluorophenyl)-1,2,4-oxadiazol-3-yl)-2,3-dihydroindole-5-carbaldehyde C(C)N(C1=CC(=C(C(=C1)F)C1=NC(=NO1)N1CCC2=CC(=CC=C12)C=O)F)CC